(1R,5S)-tert-butyl 3-(7-(8-ethynylnaphthalen-1-yl)-8-fluoro-2-((hexahydro-1H-pyrrolizin-7a-yl)methoxy)pyrido[4,3-d]pyrimidin-4-yl)-3,8-diazabicyclo[3.2.1]octane-8-carboxylate C(#C)C=1C=CC=C2C=CC=C(C12)C1=C(C=2N=C(N=C(C2C=N1)N1C[C@H]2CC[C@@H](C1)N2C(=O)OC(C)(C)C)OCC21CCCN1CCC2)F